(4-(9H-carbazol-9-yl)-2,6-dimethylphenyl)-2,6-diphenylpyridine C1=CC=CC=2C3=CC=CC=C3N(C12)C1=CC(=C(C(=C1)C)C=1C(=NC(=CC1)C1=CC=CC=C1)C1=CC=CC=C1)C